8-bromo-6-(2,6-dichloro-3-methyl-phenyl)-2-methylsulfinyl-pyrido[4,3-d]pyrimidin-5-one BrC1=CN(C(C2=C1N=C(N=C2)S(=O)C)=O)C2=C(C(=CC=C2Cl)C)Cl